(1S,2S)-2-(8-(2-(5-methyl-1H-pyrazol-4-yl)pyrido[3,4-d]pyrimidin-4-yl)-2,8-diazaspiro[4.5]decan-2-yl)cyclobutanol CC1=C(C=NN1)C=1N=C(C2=C(N1)C=NC=C2)N2CCC1(CCN(C1)[C@@H]1[C@H](CC1)O)CC2